N1=C(C=CC=C1)C=CC=1C=NC=CC1 1-(2-pyridyl)-2-(3-pyridyl)ethylene